O[C@H]1C[C@]2(C[C@H]([C@H]3[C@@H]4CC[C@H]([C@@H](CCC(=O)O)C)[C@]4(CC[C@@H]3[C@]2(CC1)C)C)O)CC 3α,7α-dihydroxy-5α-ethyl-5β-cholan-24-oic acid